thenamide C1(=CC=CS1)C(=O)N